2-[(2R,5S)-5-methyl-2-[2-(4-methylpiperazin-1-yl)-1,3-benzothiazol-5-yl]-1-piperidyl]-2-oxo-N-(1H-pyrazolo[4,3-c]pyridin-7-yl)acetamide C[C@H]1CC[C@@H](N(C1)C(C(=O)NC=1C2=C(C=NC1)C=NN2)=O)C=2C=CC1=C(N=C(S1)N1CCN(CC1)C)C2